(2E)-1-(2-Hydroxy-4-methoxyphenyl)-3-(4-methylphenyl)prop-2-en-1-one OC1=C(C=CC(=C1)OC)C(\C=C\C1=CC=C(C=C1)C)=O